ClC1=CC=C(OCC(=O)NN2CCC(CC2)C(=O)O)C=C1 1-(2-(4-chlorophenoxy)acetamido)piperidine-4-carboxylic acid